FC1(CCN(CC1)C1=NC(=CC2=C1N=NC(=C2)OC)N=C(C2=CC=CC=C2)C2=CC=CC=C2)F N-[8-(4,4-difluoropiperidin-1-yl)-3-methoxypyrido[3,4-c]pyridazin-6-yl]-1,1-diphenylmethanimine